ClC(=CCC(C(=O)O)C1=C(C=CC=C1)Cl)Cl 5,5-dichloro-2-(2-chlorophenyl)pent-4-enoic acid